2-(phenylsulfonyl)ethyl carbonate C(OCCS(=O)(=O)C1=CC=CC=C1)([O-])=O